FC1=CC(=C2C=C(NC(C2=C1)=O)CCCN1CCC(=CC1)C1=CC=C(C#N)C=C1)C 4-(1-(3-(7-fluoro-5-methyl-1-oxo-1,2-dihydroisoquinolin-3-yl)propyl)-1,2,3,6-tetrahydropyridin-4-yl)benzonitrile